tert-butyl (2-(2-azidoethoxy)ethyl)carbamate N(=[N+]=[N-])CCOCCNC(OC(C)(C)C)=O